(4-(1H-imidazol-2-yl)piperidin-1-yl)(9H-carbazol-2-yl)methanone N1C(=NC=C1)C1CCN(CC1)C(=O)C1=CC=2NC3=CC=CC=C3C2C=C1